(Z)-3-fluoro-4-(pyridin-2-ylsulfonyl)but-2-en-1-amine dihydrochloride Cl.Cl.F\C(=C/CN)\CS(=O)(=O)C1=NC=CC=C1